FC1=C(C(=C(C(=C1[B-](C1=C(C(=C(C(=C1F)F)F)F)F)(C1=C(C(=C(C(=C1F)F)F)F)F)C1=C(C(=C(C(=C1F)F)F)F)F)F)F)F)F.C(C)(=O)C1=CC=C(C=C1)[S+](C1=CC=CC=C1)C1=CC=CC=C1 4-acetylphenyl-diphenylsulfonium tetrakis(pentafluorophenyl)borate